COC(=O)C1=CC=C(S1)C1=CC=C(C=C1)C=1C=C(C=C(C1)C1=CC=C(C=C1)C=1SC(=CC1)C(=O)OC)C1=CC=C(C=C1)C1=CC=C(S1)C(=O)OC Methyl 5-[4-[3,5-bis[4-(5-methoxycarbonyl-2-thienyl)phenyl]phenyl]phenyl]thiophene-2-carboxylate